FC1=C(CN2C(N([C@H](C3=CC=C(C=C23)C(=O)NCC2=C(C=C(C=C2F)F)F)C)C)=O)C=C(C=C1F)OCCCO (S)-1-(2,3-difluoro-5-(3-hydroxyprop-oxy)benzyl)-3,4-dimethyl-2-oxo-N-(2,4,6-trifluorobenzyl)-1,2,3,4-tetrahydro-quinazoline-7-carboxamide